COC(C1=CC(=C(C=C1)C)C)=O 3,4-dimethyl-benzoic acid methyl ester